O1C(CCCC1)OC1=CC=C(C=CC=CC(=O)NCC(C)(C)S(=O)(=O)O)C=C1 p-tetrahydropyranyloxystyreneACRYLAMIDOTERTIARYBUTYL-SULFONIC ACID